Methyl (3S,6R)-1-(2-(4-methoxyphenyl)acetyl)-6-methylpiperidine-3-carboxylate COC1=CC=C(C=C1)CC(=O)N1C[C@H](CC[C@H]1C)C(=O)OC